5-fluoro-2,8,8-trimethyl-7,8-dihydro-6H-cyclopenta[e]pyrazolo[1,5-a]pyridine-6-carboxamide FC1=CC=2N(C3=C1C(CC3(C)C)C(=O)N)N=C(C2)C